C(C)OC(C1=CC(=C(C=C1)C1CNC(C1)=O)C1OCCCO1)=O 3-(1,3-Dioxane-2-yl)-4-(5-oxopyrrolidin-3-yl)benzoic acid ethyl ester